BrC1=CC(=CC2=C1SC(=C2)C=2SC(=C(N2)C)C(=O)OCC)OC2CC2 Ethyl 2-(7-bromo-5-cyclopropoxybenzo[b]thiophen-2-yl)-4-methylthiazole-5-carboxylate